methyl (2S,4aR,6aR,7R,9S,10aS,10bR)-9-(acetyloxy)-2-(furan-3-yl)-6a,10b-dimethyl-4,10-dioxo-dodecahydro-1H-naphtho[2,1-c]pyran-7-carboxylate C(C)(=O)O[C@H]1C[C@H]([C@@]2(CC[C@H]3C(O[C@@H](C[C@@]3([C@H]2C1=O)C)C1=COC=C1)=O)C)C(=O)OC